4-methyl-1,4-cyclohexadiene-1,2-dicarboxylic acid CC=1CC(=C(CC1)C(=O)O)C(=O)O